NC1=C(C(=O)[O-])C=CC=C1OCC 2-amino-3-ethoxybenzoate